C1(=CC=CC=C1)C=1C2=CC=CC=C2C(=C2C=CC=C(C12)C#C)C1=CC=CC=C1 9,10-Diphenylethynyl-anthracene